2-(5-(cyclopropylmethyl)-3-(3-phenoxyphenyl)-4-(4-sulfamoylbenzyl)-1H-pyrazol-1-yl)thiazole-4-carboxylic acid C1(CC1)CC1=C(C(=NN1C=1SC=C(N1)C(=O)O)C1=CC(=CC=C1)OC1=CC=CC=C1)CC1=CC=C(C=C1)S(N)(=O)=O